4-[4-Chloro-3-(trifluoromethyl)anilino]-N-methyl-3-(1-methylimidazol-4-yl)benzenesulfonamide ClC1=C(C=C(NC2=C(C=C(C=C2)S(=O)(=O)NC)C=2N=CN(C2)C)C=C1)C(F)(F)F